9,9',9'',9'''-(2',6'-diphenyl-[4,4'-bipyridine]-2,3,5,6-tetrayl)tetrakis(3,6-dimethyl-9H-carbazole) C1(=CC=CC=C1)C1=NC(=CC(=C1)C1=C(C(=NC(=C1N1C2=CC=C(C=C2C=2C=C(C=CC12)C)C)N1C2=CC=C(C=C2C=2C=C(C=CC12)C)C)N1C2=CC=C(C=C2C=2C=C(C=CC12)C)C)N1C2=CC=C(C=C2C=2C=C(C=CC12)C)C)C1=CC=CC=C1